(±)-3-((4-(1-(piperidin-4-ylmethyl)piperidin-4-yl)phenyl)amino)piperidine-2,6-dione dihydrochloride Cl.Cl.N1CCC(CC1)CN1CCC(CC1)C1=CC=C(C=C1)N[C@H]1C(NC(CC1)=O)=O |r|